FC1=C(C=C2CN(C(C2=C1)=O)C1C(NC(CC1)=O)=O)CN1CCN(CC1)C1=CC=C(C=C1)[C@@H]1[C@@H](CCC2=CC(=CC=C12)O)C1=CC=CC=C1 3-(6-fluoro-5-((4-(4-((1S,2R)-6-hydroxy-2-phenyl-1,2,3,4-tetrahydronaphthalen-1-yl)phenyl)piperazin-1-yl)methyl)-1-oxoisoindolin-2-yl)piperidine-2,6-dione